C(C)(=O)NC1=C(C=C(CC2=CC=C(C=C2)NCC(=O)O)C=C1)C(C)C 2-((4-(4-acetamido-3-isopropylbenzyl)phenyl)amino)acetic acid